(3-aminopropyl)-4-(2-methoxyphenyl)piperazine NCCCN1CCN(CC1)C1=C(C=CC=C1)OC